N1=CN=C2NC=NC2=C1N1CCC(CC1)CN1N=CC=CC1=O 2-((1-(9H-purin-6-yl)piperidin-4-yl)methyl)pyridazin-3(2H)-one